COC1=CC(=C(C=C1NC1=NC=NC(=C1)N1OCC[C@@H]1C1=C(C(=CC=C1F)F)F)NC(C=C)=O)N1CCC(CC1)N1C[C@H](OCC1)C N-(4-methoxy-2-(4-((R)-2-methylmorpholino)piperidine-1-yl)-5-((6-((R)-3-(2,3,6-trifluorophenyl)-isoxazolidine-2-yl)pyrimidine-4-yl)amino)phenyl)acrylamide